tert-butyl(((1R,3S)-3-((2-(2,6-dioxopiperidin-3-yl)-1-oxoisoindolin-4-yl)(pentyl)amino)cyclohexyl)methyl)carbamate C(C)(C)(C)OC(NC[C@H]1C[C@H](CCC1)N(CCCCC)C1=C2CN(C(C2=CC=C1)=O)C1C(NC(CC1)=O)=O)=O